C(C)OC(NC(C(NNC1=CC(=C(C(=C1)Cl)OC1=CC(=C(C=C1)O)C(=C)C)Cl)C#N)=O)=O (2-cyano-2-(2-(3,5-dichloro-4-(4-hydroxy-3-isopropenyl-phenoxy)phenyl)-hydrazino)acetyl)carbamic acid ethyl ester